OCCN(CCCCCCCC(=O)OC(CCCCCCCC)CCCCCCCC)CCCCCCOC(=O)OCC1CCC(CC1)CCCCC heptadecan-9-yl 8-((2-hydroxyethyl)(6-((((4-pentylcyclohexyl)methoxy)carbonyl)oxy)hexyl)amino)octanoate